hexyl-triphenyl-phosphonium bromide [Br-].C(CCCCC)[P+](C1=CC=CC=C1)(C1=CC=CC=C1)C1=CC=CC=C1